CN1N=C(C2=NC=C(C=C21)N2CCC(CC2)NC)C2C(NC(CC2)=O)=O 3-[1-methyl-6-[4-(methylamino)-1-piperidyl]pyrazolo[4,3-b]pyridin-3-yl]piperidine-2,6-dione